1,1-Bis(4-hydroxyphenyl)-n-dodecane OC1=CC=C(C=C1)C(CCCCCCCCCCC)C1=CC=C(C=C1)O